5-tetrahydropyran-4-yl-1,3,4-oxadiazol O1CCC(CC1)C1=NN=CO1